pyridineamide (trifluoroacetate) FC(C(=O)O)(F)F.N1=C(C=CC=C1)C(=O)N